1,1-dibromo-3-chloroacetone BrC(C(=O)CCl)Br